C(C1=CC=CC=C1)NC1=C2C(=NC(=C1)N1C(=CC=3C(=CC=CC13)C(=O)N)C)NC(=C2)C 1-[4-(Benzylamino)-2-methyl-1H-pyrrolo[2,3-b]pyridin-6-yl]-2-methyl-1H-indole-4-carboxamide